O=C(CC1=C(C(=O)O)C=CC=C1)N1CCC(CC1)N1C(NC2=C1C=CC=C2)=O (2-oxo-2-(4-(2-oxo-2,3-dihydro-1H-benzo[d]imidazol-1-yl)piperidin-1-yl)ethyl)benzoic acid